5-chloro-1-hydroxy-9-oxo-9,10-dihydroacridin-3-yl methacrylate C(C(=C)C)(=O)OC=1C=C(C=2C(C3=CC=CC(=C3NC2C1)Cl)=O)O